2'-amino-2'-deoxyadenosine N[C@H]1[C@@H](O[C@@H]([C@H]1O)CO)N1C=NC=2C(N)=NC=NC12